ONC(CC(C)O)=O N,3-dihydroxybutanamide